C(#N)C1=CC=C(C=C1)NC(CC1=C(C=CC=2N1C=NC2)C2=CC=CC=C2)=O N-(4-cyanophenyl)-2-(6-phenylimidazo[1,5-a]pyridin-5-yl)acetamide